N1N=CC=2C1=NN=CC2 1H-pyrazolo[3,4-c]pyridazin